4-oxa-1-azatricyclo[7.3.1.05,13]tridecan-5(13),6,8,11-tetraen-10-one N12CCOC=3C=CC=C(C(C=C1)=O)C23